N-ethyl-1-(3,4-methylenedioxyphenyl)-2-propylamine C(C)NC(CC1=CC2=C(C=C1)OCO2)C